(R)-1-(1-(4-(2-cyanophenyl)piperazin-1-yl)-3-hydroxy-1-oxopropan-2-yl)-3-(2-ethynyl-thiazol-4-yl)urea C(#N)C1=C(C=CC=C1)N1CCN(CC1)C([C@@H](CO)NC(=O)NC=1N=C(SC1)C#C)=O